O=C1NC2=C(N1[C@@H]1CC[C@@H](CC1)C(NC1=CC(=C(C=C1)C)OC)=O)C=CC=C2OCC(=O)O 2-({2-Oxo-1-[cis-4-[(3-methoxy-4-methylphenyl)carbamoyl]cyclohexyl]-2,3-dihydro-1H-1,3-benzodiazol-4-yl}oxy)acetic acid